1,1-Dioxo-2H-benzo[d][1,6,3,2]dioxathiazepine O=S1(NOCOC2=C1C=CC=C2)=O